C(C)(=O)N1C=C(C=2C1=NC=C(C2)Br)C#N 1-Acetyl-5-bromo-pyrrolo[2,3-b]pyridine-3-carbonitrile